O=C1N(C=CC(N1)=O)C=1C=C(C(=O)OC)C=CC1F methyl 3-(2,4-dioxo-1,3-diazin-1-yl)-4-fluorobenzoate